3-ethoxy-2,2-difluoro-3-oxopropanoic acid C(C)OC(C(C(=O)O)(F)F)=O